FC1=C(CN(C(=O)C=2C=C(C(=O)[O-])C=CC2)O)C=CC=C1 3-[N-(2-fluorobenzyl)-N'-hydroxycarbamoyl]Benzoate